4-ethylbutylbenzoate C(C)CCCCOC(C1=CC=CC=C1)=O